C(C1=CC=CC=C1)N1C(C(=CC(=C1)C=1NC2=CC=C(C=C2C1C(C)C)C1CCN(CC1)C(CN(C)C)=O)C)=O 1-benzyl-5-(5-(1-(dimethylglycyl)piperidin-4-yl)-3-isopropyl-1H-indol-2-yl)-3-methylpyridin-2(1H)-one